ClC=1C=C(C=C(C1)Cl)C1=CC(=CC(=N1)OC=1C=NC(=NC1)N1CCN(CC1)C1CC(C1)C(=O)O)CN1CCC(CC1)CNC(=O)NC 3-(4-(5-((6-(3,5-dichloro-phenyl)-4-((4-((3-methyl-ureido)methyl)piperidin-1-yl)methyl)pyridin-2-yl)oxy)pyrimidin-2-yl)piperazin-1-yl)cyclobutanecarboxylic acid